C1CC12CN(CC2)C2=CN=CC(=N2)C=2N=NN(C2)C(C)N2C(C=C(C=C2)N2C[C@@H](CCC2)N(C(OC(C)(C)C)=O)CC2CC2)=O tert-butyl ((3R)-1-(1-(1-(4-(6-(5-azaspiro[2.4]heptan-5-yl)pyrazin-2-yl)-1H-1,2,3-triazol-1-yl)ethyl)-2-oxo-1,2-dihydropyridin-4-yl)piperidin-3-yl)(cyclopropylmethyl)carbamate